p-((4-iodobutyl)sulfonamido)-L-phenylalanine ICCCCS(=O)(=O)NC1=CC=C(C[C@H](N)C(=O)O)C=C1